2-(((2-tosylhydrazino)methyl)phenyl)piperazine-1-carboxylic acid tert-butyl ester C(C)(C)(C)OC(=O)N1C(CNCC1)C1=C(C=CC=C1)CNNS(=O)(=O)C1=CC=C(C)C=C1